FC1(CN(CC[C@H]1NC1=NN2C(C(=N1)OC)=C(C=C2)C=2C=CC1=C(N(N=N1)[C@H](C(F)F)C)C2)S(=O)(=O)C)F N-((R)-3,3-difluoro-1-(methylsulfonyl)piperidin-4-yl)-5-(1-((S)-1,1-difluoropropan-2-yl)-1H-benzo[d][1,2,3]triazol-6-yl)-4-methoxypyrrolo[2,1-f][1,2,4]triazin-2-amine